7-chloro-5-(3-fluoro-2-methylphenyl)imidazo[1,2-a]Quinoxaline-4(5H)-on ClC=1C=C2N(C(C=3N(C2=CC1)C=CN3)=O)C3=C(C(=CC=C3)F)C